C(C)(=O)C1=CC=C(C=C1)C1(CCN(CC1)C1=C(C(N(C2=CC=CC=C12)C)=O)C#N)C 4-[4-(4-acetylphenyl)-4-methylpiperidin-1-yl]-1-methyl-2-oxo-1,2-dihydroquinoline-3-carbonitrile